N-(((2R,4S)-4-hydroxypyrrolidin-2-yl)methyl)-4-(7H-pyrrolo[2,3-d]pyrimidin-4-yl)-3,4-dihydro-2H-1,4-thiazine-6-carboxamide hydrochloride Cl.O[C@H]1C[C@@H](NC1)CNC(=O)C1=CN(CCS1)C=1C2=C(N=CN1)NC=C2